2-(2-(5-((4,6-Difluoro-1H-indol-5-yl)oxy)-2-fluorophenyl)-1H-imidazol-4-yl)-2-phenylpropanal FC1=C2C=CNC2=CC(=C1OC=1C=CC(=C(C1)C=1NC=C(N1)C(C=O)(C)C1=CC=CC=C1)F)F